HYDROXYETHYLPIPERAZINEETHANESULFONIC ACID OCCC1N(CCNC1)CCS(=O)(=O)O